5-(2-chloro-3-fluoro-phenyl)-3-((S)-2-methoxy-1-methyl-ethyl)-1-{2-oxo-2-[4-(2-oxo-1,2,4,5-tetrahydro-benzo[d][1,3]diazepin-3-yl)-piperidin-1-yl]-ethyl}-1H-pyrimidine-2,4-dione ClC1=C(C=CC=C1F)C=1C(N(C(N(C1)CC(N1CCC(CC1)N1C(NC2=C(CC1)C=CC=C2)=O)=O)=O)[C@H](COC)C)=O